[Si](C1=CC=CC=C1)(C1=CC=CC=C1)(C(C)(C)C)OCC1CCC(CC1)OCC(=O)N(C)OC 2-[4-[[Tert-butyl(diphenyl)silyl]oxymethyl]cyclohexoxy]-N-methoxy-N-methyl-acetamide